6-((6-(azepan-1-yl)hexyl)oxy)-2-butyl-4-methoxyquinoline N1(CCCCCC1)CCCCCCOC=1C=C2C(=CC(=NC2=CC1)CCCC)OC